tris-lysine hydrochloride Cl.N[C@@H](CCCCN)C(=O)O.N[C@@H](CCCCN)C(=O)O.N[C@@H](CCCCN)C(=O)O